C(C)(C)(C)OC(=O)N1CC2(C1)CC(C2)N2N=C(C=C2C2=C(C=CC(=C2)F)C)C2CC2 6-(3-cyclopropyl-5-(5-fluoro-2-methylphenyl)-1H-pyrazol-1-yl)-2-azaspiro[3.3]heptane-2-carboxylic acid tert-butyl ester